C(C)(C)(C)OC(=O)N[C@@H](C(=O)N[C@@H](C(=O)[O-])CCC(F)(F)F)CC1=CC=CC=C1 (2R)-2-[[(2R)-2-(tert-butoxycarbonylamino)-3-phenyl-propionyl] amino]-5,5,5-trifluoropentanoate